((4-(((1s,4s)-4-aminocyclohexyl)amino)-5-trifluoromethylpyrimidin-2-yl)amino)-2-methylisoquinolineacetic acid methyl ester COC(CC1N(C(=CC2=CC=CC=C12)NC1=NC=C(C(=N1)NC1CCC(CC1)N)C(F)(F)F)C)=O